BrC1=CC=C(C=C1)C1C(CCC1)(C)C 1-bromo-4-(2,2-dimethylcyclopentyl)benzene